C(C)(C)NCC(C)O 3-isopropylaminopropan-2-ol